2-Naphthalenesulfonate C1=C(C=CC2=CC=CC=C12)S(=O)(=O)[O-]